C(#N)C1=CC2=C(N=C(N=C2)NC=2C(=NN(C2)C(C(=O)OC)C)OC2COC2)N1[C@H]1COC[C@@H]1C methyl 2-[4-[[6-cyano-7-[(3R,4R)-4-methyltetrahydrofuran-3-yl]pyrrolo[2,3-d]pyrimidin-2-yl]amino]-3-(oxetan-3-yloxy)pyrazol-1-yl]propanoate